bis[(3-glycidoxypropyl)]diethoxysilane (3R,4R,5S,6R)-6-(acetoxymethyl)-3-(2-cyclopentylacetamido)tetrahydro-2H-pyran-2,4,5-triyl-triacetate C(C)(=O)OC[C@H]1[C@H]([C@H]([C@H](C(O1)CC(=O)O)NC(CC1CCCC1)=O)CC(=O)O)CC(=O)O.C(C1CO1)OCCC[Si](OCC)(OCC)CCCOCC1CO1